N-(5-chloro-4-(5,5-dimethyl-5,6-dihydro-4H-pyrrolo[1,2-b]pyrazol-3-yl)pyridin-2-yl)-2-(3-(2-cyanoacetamido)phenyl)Acetamide ClC=1C(=CC(=NC1)NC(CC1=CC(=CC=C1)NC(CC#N)=O)=O)C1=C2N(N=C1)CC(C2)(C)C